C(C1=CC=CC=C1)N(C1CC2=C(N(N=C2CC1)C1=NC=CC=C1)OC(=O)C1CC1)C 5-(Benzyl(methyl)amino)-2-(pyridin-2-yl)-4,5,6,7-tetrahydro-2H-indazol-3-ylcyclopropanecarboxylate